C[C@H]1O[C@H](CN(C1)C1=NC=CC(=N1)N1OC=CC1C1=CC(=C(C=C1)OC)F)C N-(2-((2R,6S)-2,6-dimethylmorpholino)pyrimidin-4-yl)-3-(3-fluoro-4-methoxyphenyl)isoxazol